C(C)(C)(C)OC(=O)N1C[C@H]2N(C3=C(OC2)C(=C(C=C3)C(=O)O)CN[C@@H]3C(NC(CC3)=O)=O)CC1 (R)-3-(tert-butoxycarbonyl)-7-((((S)-2,6-dioxopiperidin-3-yl)amino)methyl)-1,2,3,4,4a,5-hexahydrobenzo[b]pyrazino[1,2-d][1,4]oxazine-8-carboxylic acid